CC1=C(OC(C(=O)O)(C)C)C(=CC(=C1)CN1N=C(N(C1=O)C1=CC=C(C=C1)C(F)(F)F)C)C 2-(2,6-Dimethyl-4-((3-methyl-5-oxo-4-(4-(trifluoromethyl)phenyl)-4,5-dihydro-1H-1,2,4-triazol-1-yl)meth-yl)phenoxy)-2-methylpropionic acid